N4-(3-aminopropyl)-N2-(3,5-dichlorophenyl)quinazoline-2,4-diamine NCCCNC1=NC(=NC2=CC=CC=C12)NC1=CC(=CC(=C1)Cl)Cl